(3-(3-((R)-3-((5-(Trifluoromethyl)pyrimidin-2-yl)amino)piperidin-1-yl)imidazo[1,5-a]pyrazin-8-yl)-3,8-diazabicyclo[3.2.1]octan-8-yl)prop-2-en-1-one FC(C=1C=NC(=NC1)N[C@H]1CN(CCC1)C1=NC=C2N1C=CN=C2N2CC1CCC(C2)N1C(C=C)=O)(F)F